CC(C/C=C(/C=O)\C1=CC=CC=C1)C (2E)-5-methyl-2-phenyl-2-hexenal